C(C)(C)(C)OC(NC=1C(=C(C=C2C=C(N=CC12)NC(=O)C1C(C1C)C=1C=NN(C1)CC(F)F)C=1C=NC=CC1C)F)=O 3-(2-(1-(2,2-difluoroethyl)-1H-pyrazol-4-yl)-3-methylcyclopropanecarboxamido)-7-fluoro-6-(4-methylpyridin-3-yl)isoquinolin-8-ylcarbamic acid tert-butyl ester